O([Si](C1=CC=CC=C1)(C1=CC=CC=C1)C(C)(C)C)CCC1=CC=C(C=C1)O 4-((2-tert-butyldiphenylsiloxy)ethyl)phenol